FC(CCCC)(F)C1=CC=C(C=C1)CC(=O)N 2-(4-(1,1-difluoropentyl)phenyl)acetamide